NC1=CC=C(C=C1)N[C@@H]1C[C@@H](N(C2=CC(=CC=C12)/C=C/CNC(O)=O)C(CC)=O)C |o1:8,10| ((E)-3-((2S*,4R*)-4-((4-aminophenyl)amino)-2-methyl-1-propionyl-1,2,3,4-tetrahydroquinolin-7-yl)allyl)carbamic acid